methyl (3S)-3-(3-(3,5-dimethyl-1H-pyrazol-1-yl)phenyl)-4-(1,7-diazaspiro[4.4]nonan-7-yl)butanoate CC1=NN(C(=C1)C)C=1C=C(C=CC1)[C@H](CC(=O)OC)CN1CC2(CCCN2)CC1